N-((1,2,3,5,6,7-Hexahydro-s-indacen-4-yl)carbamoyl)-1-(1-methylpiperidin-3-yl)methanesulfonamide, Potassium Salt [K].C1CCC2=C(C=3CCCC3C=C12)NC(=O)NS(=O)(=O)CC1CN(CCC1)C